NC(C(=O)O)CCCCCCCC 2-Aminodecanoic acid